OC[C@H](C[C@H]1C(NCC1)=O)NC([C@H](CC(C)C)NC(OC(C(F)F)C(C)C)=O)=O 1,1-difluoro-3-methylbutan-2-yl ((S)-1-(((S)-1-hydroxy-3-((S)-2-oxopyrrolidin-3-yl)propan-2-yl)amino)-4-methyl-1-oxopentan-2-yl)carbamate